(R)-1-(4-(aminomethyl)-1-oxo-1,2-dihydrophthalazin-6-yl)-N-((5-(2,6-dichlorophenyl)pyridin-2-yl)methyl)-N-(5,6,7,8-tetrahydroquinolin-8-yl)cyclopropane-1-carboxamide NCC1=NNC(C2=CC=C(C=C12)C1(CC1)C(=O)N([C@@H]1CCCC=2C=CC=NC12)CC1=NC=C(C=C1)C1=C(C=CC=C1Cl)Cl)=O